4-[5-methoxy-4-morpholino-2-(3-pyrazol-1-ylphenyl)pyrimidin-4-yl]-1-methyl-piperazin-2-one COC=1C(NC(=NC1)C1=CC(=CC=C1)N1N=CC=C1)(N1CCOCC1)N1CC(N(CC1)C)=O